5-[3-acetyl-6-[5-[(6-methylpyridazin-3-yl)amino]benzimidazol-1-yl]-2-pyridyl]-3-(trifluoromethyl)-1H-pyridazin-6-one C(C)(=O)C=1C(=NC(=CC1)N1C=NC2=C1C=CC(=C2)NC=2N=NC(=CC2)C)C2=CC(=NNC2=O)C(F)(F)F